ClC=1SC=CC1C=1C=CC(=[N+](C1)[O-])C(NC1CS(C=C1)(=O)=O)=O 5-(2-chlorothiophen-3-yl)-2-((1,1-dioxido-2,3-dihydrothiophen-3-yl)carbamoyl)pyridine 1-oxide